3',4',7,8-tetramethoxyisoflavone COC=1C=C(C2=COC3=C(C(=CC=C3C2=O)OC)OC)C=CC1OC